(3S,4R)-3-fluoro-1-(5-((5-isopropyl-8-((R)-2-methylazetidin-1-yl)-2,7-naphthyridin-3-yl)amino)-1,2,4-triazin-3-yl)-3-methylpiperidin-4-ol F[C@]1(CN(CC[C@H]1O)C=1N=NC=C(N1)NC=1N=CC2=C(N=CC(=C2C1)C(C)C)N1[C@@H](CC1)C)C